4,7-dimethoxy-N-methyl-1H-benzo[d]imidazol-2-amine COC1=CC=C(C=2NC(=NC21)NC)OC